racemic-N-[4-(2,6-dimethylphenyl)-6-[4-(1,4-dimethylpiperazin-2-yl)phenoxy]pyrimidin-2-yl]-1-methyl-pyrazole-4-sulfonamide CC1=C(C(=CC=C1)C)C1=NC(=NC(=C1)OC1=CC=C(C=C1)[C@H]1N(CCN(C1)C)C)NS(=O)(=O)C=1C=NN(C1)C |r|